NC1=NC=CC(=C1)C=1C=C(C=CC1C)CCC(C)(O)C 4-(3-(2-aminopyridin-4-yl)-4-methylphenyl)-2-methylbutan-2-ol